C(C)(=O)OC[C@@H]1O[C@@H]([C@@H]([C@H]([C@H]1CC(=O)[O-])CC(=O)[O-])CC(=O)[O-])Br (2R,3R,4S,5R,6R)-2-(acetoxymethyl)-6-bromotetrahydro-2H-pyran-3,4,5-triacetate